tert-butyl 2-(5-{2-[1-(2,6-dioxopiperidin-3-yl)-3-methyl-2-oxo-1,3-benzodiazol-5-yl]ethynyl}pyrimidin-2-yl)-2,6-diazaspiro[3.5]nonane-6-carboxylate O=C1NC(CCC1N1C(N(C2=C1C=CC(=C2)C#CC=2C=NC(=NC2)N2CC1(C2)CN(CCC1)C(=O)OC(C)(C)C)C)=O)=O